C(#N)C1=CC(=C(COC2=CC=CC(=N2)COC2CCN(CC2)CC2=NC3=C(N2C[C@H]2OCC2)C=C(C=C3)C(=O)O)C=C1)F (S)-2-((4-((6-((4-cyano-2-fluorobenzyl)oxy)pyridine-2-yl)methoxy)piperidin-1-yl)methyl)-1-(oxetane-2-ylmethyl)-1H-benzo[d]imidazole-6-carboxylic acid